methyl 5-(imidazo[1,2-a]pyridine-3-carbonyl)-4,5,6,7-tetrahydrothieno[3,2-c]pyridine-2-carboxylate N=1C=C(N2C1C=CC=C2)C(=O)N2CC1=C(CC2)SC(=C1)C(=O)OC